CON(C(=O)[C@@H]1CC[C@H](CC1)NC(OC(C)(C)C)=O)C tert-Butyl {trans-4-[methoxy(methyl)carbamoyl]cyclohexyl}carbamate